(E)-3-(4-((E)-1-(1H-indazol-5-yl)-2-(p-tolyl)but-1-en-1-yl)phenyl)acrylic acid N1N=CC2=CC(=CC=C12)\C(=C(/CC)\C1=CC=C(C=C1)C)\C1=CC=C(C=C1)/C=C/C(=O)O